3-(4-isoquinolinyl)-7-[5-methoxy-2-(8-methyl-[1,2,4]triazolo[1,5-a]pyridin-6-yl)phenyl]-1H-quinazoline-2,4-dione C1=NC=C(C2=CC=CC=C12)N1C(NC2=CC(=CC=C2C1=O)C1=C(C=CC(=C1)OC)C=1C=C(C=2N(C1)N=CN2)C)=O